OC(C(=O)C1=CC=CC=C1)(C1=CC=CC=C1)O 2,2-dihydroxy-2-phenylacetophenone